CN1CCC(CC1)OCC1=CC=C(CNC=2C=C3C=CC(=NC3=CC2)N)C=C1 N6-(4-(((1-methylpiperidin-4-yl)oxy)methyl)benzyl)quinoline-2,6-diamine